C(C)N1N=C(C=C1C=1NC(=NN1)C1=C2C=NN(C2=CC(=C1)C(=O)N)C1CCNCC1)C 4-[5-(1-ethyl-3-methyl-1H-pyrazol-5-yl)-4H-1,2,4-triazol-3-yl]-1-(piperidin-4-yl)-1H-indazole-6-carboxamide